m-methoxycinnamic acid COC=1C=C(C=CC(=O)O)C=CC1